7-fluoro-3-iodo-1-tetrahydropyran-2-yl-indazol-5-ol FC=1C=C(C=C2C(=NN(C12)C1OCCCC1)I)O